(S)-N-(5-(5-(1-acryloylpiperidin-3-yl)-1,2,4-oxadiazol-3-yl)pyridin-2-yl)-6-(1-cyclopropyl-1H-pyrazol-4-yl)picolinamide C(C=C)(=O)N1C[C@H](CCC1)C1=NC(=NO1)C=1C=CC(=NC1)NC(C1=NC(=CC=C1)C=1C=NN(C1)C1CC1)=O